[N+](=O)([O-])C=1C=C(C=CC1)/C=C/C(=O)N1C(C=CCC1)=O (E)-1-(3-(3-nitrophenyl)acryloyl)-5,6-dihydropyridin-2(1H)-one